FC(C=1C(=C(C=CC1)[C@@H](C#C)NC=1C=2C(N=C(N1)C)=CC(N(C2)C2(CC2)C(F)F)=O)C)F (R)-4-((1-(3-(difluoromethyl)-2-methylphenyl)prop-2-yn-1-yl)amino)-6-(1-(difluoromethyl)cyclopropyl)-2-methylpyrido[4,3-d]pyrimidin-7(6H)-one